[Al].[Cu].[Mg] Magnesium copper aluminum